1-(2-(3-chlorophenyl)-2-hydroxyethyl)-3-cyclopentylurea ClC=1C=C(C=CC1)C(CNC(=O)NC1CCCC1)O